C(C)(C)(C)OC(=O)NC(C(=O)O)C1=CC(=CC=C1)C(F)(F)F 2-((tert-butoxycarbonyl)amino)-2-(3-(trifluoromethyl)phenyl)acetic acid